C(C)OC(CC(C(=O)C1=CC=C(C=C1)Cl)C=1SC=CC1)=O 4-(4-chlorophenyl)-4-oxo-3-(thiophen-2-yl)butanoic acid ethyl ester